C(C)(C)(C)NC(=O)C1=CC=C(C=C1)NC([C@H](CC1=CC=CC=C1)NC(OC(C)(C)C)=O)=O (S)-tert-butyl 1-(4-(tert-butylcarbamoyl)phenylamino)-1-oxo-3-phenylpropan-2-ylcarbamate